C(C)(=O)C=1C(=CC(=C(C1)NC(=O)N1CCOCC1)OC)O N-(5-acetyl-4-hydroxy-2-methoxyphenyl)morpholine-4-carboxamide